9-[3-(difluoromethyl)-1-bicyclo[1.1.1]pentanyl]-7-[(2R,4S)-2-(6-keto-1-methyl-3-pyridyl)tetrahydropyran-4-yl]-2,3-dimethyl-pyrimido[1,2-b]pyridazin-4-one FC(C12CC(C1)(C2)C=2C=1N(N=C(C2)[C@@H]2C[C@@H](OCC2)C2=CN(C(C=C2)=O)C)C(C(=C(N1)C)C)=O)F